C(C)(C)(C)OC(=O)N(CC1CCC1)CC=1N(C2=CC(=CC=C2C1)CN1N=NC(=C1)C=1C=NC=C(C1)OCCOCCOC)C(=O)OC(C)(C)C Tert-butyl 2-(((tert-butoxycarbonyl)(cyclobutylmethyl)amino)methyl)-6-((4-(5-(2-(2-methoxyethoxy)ethoxy)pyridin-3-yl)-1H-1,2,3-triazol-1-yl)methyl)-1H-indole-1-carboxylate